C(CCCCC)P([O-])=O Hexylphosphinate